CN([C@H](CC=1SC2=C(N1)C=C(C=C2)[C@@H]2N(C[C@H](CC2)C)C(=O)OCC=C)C)C (2R,5S)-allyl 2-(2-((S)-2-(dimethylamino)propyl)benzo[d]thiazol-5-yl)-5-methylpiperidine-1-carboxylate